The molecule is a hydroxy monocarboxylic acid. It has a role as a member of jasmonates. It derives from a jasmonic acid. CC/C=C\\C[C@H]1[C@H](CC[C@@H]1O)CC(=O)O